1,1,1,3,3,3-hexafluoro-2,2-bis[4-(4-maleimidophenoxy)phenyl]propane FC(C(C(F)(F)F)(C1=CC=C(C=C1)OC1=CC=C(C=C1)N1C(C=CC1=O)=O)C1=CC=C(C=C1)OC1=CC=C(C=C1)N1C(C=CC1=O)=O)(F)F